PIVALAMIDOMETHYLBORONIC ACID C(C(C)(C)C)(=O)NCB(O)O